N1N=CC2=C1CNC2 1,4,5,6-tetrahydropyrrolo[3,4-c]pyrazol